BrC1=CC(=C(C(=O)OC)C=C1)OCCC[C@@H](C)NC(=O)OC(C)(C)C |r| rac-Methyl 4-bromo-2-((4-((tert-butoxycarbonyl)amino)pentyl)oxy)benzoate